NS(=NC(CC=1C(=C2COC(C2=CC1C(C)C)=O)C(C)C)=O)(=O)C1=CN=C(S1)C(C)(C)O N-(amino(2-(2-hydroxypropan-2-yl)thiazol-5-yl)(oxo)-λ6-sulfaneylidene)-2-(4,6-diisopropyl-1-oxo-1,3-dihydroisobenzofuran-5-yl)acetamide